4-(6-(5-((2,4-difluorophenyl)sulfonamido)-6-ethylpyridin-3-yl)quinazolin-4-yl)piperazine FC1=C(C=CC(=C1)F)S(=O)(=O)NC=1C=C(C=NC1CC)C=1C=C2C(=NC=NC2=CC1)N1CCNCC1